CCCCCC(CCC)C(=O)OC(C)(C)C Tert-butyl nonane-6-carboxylate